N[C@@H](C)C(=O)N1CCC(CC1)C(C)NC(=O)C=1NC2=CC=CC=C2C1 N-(1-(1-(L-alanyl)piperidin-4-yl)ethyl)-1H-indole-2-carboxamide